N-((1-acetylazetidin-3-yl)methyl)-5'-(2-(((1r,4r)-4-aminocyclohexyl)amino)-1-phenylethyl)-2'-chloro-6-fluoro-5-(2-methoxyethoxy)-[1,1'-biphenyl]-2-carboxamide C(C)(=O)N1CC(C1)CNC(=O)C=1C(=C(C(=CC1)OCCOC)F)C1=C(C=CC(=C1)C(CNC1CCC(CC1)N)C1=CC=CC=C1)Cl